[1,3]thiazolo[4,5-d]pyrimidin-2(3H)-one S1C(NC=2N=CN=CC21)=O